((1R,2R)-2-(2,3-dihydrobenzofuran-4-yl)cyclopropyl)methanamine O1CCC2=C1C=CC=C2[C@H]2[C@@H](C2)CN